4-(4-((1R,5S)-3,8-diazabicyclo[3.2.1]octan-3-yl)-2-(((2R,7aS)-2-fluorotetrahydro-1H-pyrrolizin-7a(5H)-yl)methoxy)-8-methylquinazolin-7-yl)-5,6-difluoronaphthalen-2-ol [C@H]12CN(C[C@H](CC1)N2)C2=NC(=NC1=C(C(=CC=C21)C2=CC(=CC1=CC=C(C(=C21)F)F)O)C)OC[C@]21CCCN1C[C@@H](C2)F